tert-butyl (5-(3-(3-(((benzyloxy)carbonyl)amino)propanamido)-8-((tert-butoxycarbonyl)amino)-7-fluoroisoquinolin-6-yl)-4-methylpyridin-3-yl)(tert-butoxycarbonyl)carbamate C(C1=CC=CC=C1)OC(=O)NCCC(=O)NC=1N=CC2=C(C(=C(C=C2C1)C=1C(=C(C=NC1)N(C(OC(C)(C)C)=O)C(=O)OC(C)(C)C)C)F)NC(=O)OC(C)(C)C